Methyl 3-(3-acetylthioureido)-4-methylbenzoate C(C)(=O)NC(NC=1C=C(C(=O)OC)C=CC1C)=S